OCC([C@@H](C[C@H]1C(NCC1)=O)NC([C@@H](CC(C)C)NC(=O)C=1N(C2=CC=CC(=C2C1)OC)CCC)=O)=O N-((R)-1-(((R)-4-hydroxy-3-oxo-1-((S)-2-oxopyrrolidin-3-yl)butan-2-yl)amino)-4-methyl-1-oxopentan-2-yl)-4-methoxy-1-propyl-1H-indole-2-carboxamide